[Al].[Sc].[Tb] Terbium-scandium aluminum